F/C(=C/C(=O)NC1=CC=CC=C1)/C1=CC(=CC=C1)OC (E)-3-fluoro-3-(3-methoxyphenyl)-N-phenylacrylamide